BrC1=NN=C(S1)NC(C(C)SC=1NC(C2=C(N1)N(N=C2)C2CCOCC2)=O)=O N-(5-bromo-1,3,4-thiadiazol-2-yl)-2-((4-oxo-1-(tetrahydro-2H-pyran-4-yl)-4,5-dihydro-1H-pyrazolo[3,4-d]pyrimidin-6-yl)thio)propanamid